(2-methoxy-3-nitrophenyl)-1-((2-(trimethylsilyl)ethoxy)methyl)-1H-1,2,4-triazole COC1=C(C=CC=C1[N+](=O)[O-])C1=NN(C=N1)COCC[Si](C)(C)C